ClC=1C=CC(=C(C=NC(C(=O)O)CC2=CC=C(C=C2)O)C1)O 2-(5-chloro-2-hydroxy-benzylideneamino)-3-(4-hydroxyphenyl)-propanoic acid